aluminum hexahydrophthalate C(C1C(C(=O)[O-])CCCC1)(=O)[O-].[Al+3].C(C1C(C(=O)[O-])CCCC1)(=O)[O-].C(C1C(C(=O)[O-])CCCC1)(=O)[O-].[Al+3]